COC1=C2N=C(NC2=NC=N1)C=O 6-METHOXY-9H-PURINE-8-CARBALDEHYDE